2-methoxy-N-{[4-(3-methylureido)phenyl]sulfonyl}benzamide COC1=C(C(=O)NS(=O)(=O)C2=CC=C(C=C2)NC(=O)NC)C=CC=C1